NC1=C(C=2C(=NC=C(C2S1)F)C=1C2=C(C=3C=NC(=NC3C1F)OCC1(CC1)CN1C[C@@H](CC1)F)COC2)C#N 2-Amino-7-fluoro-4-(5-fluoro-3-((1-(((R)-3-fluoropyrrolidin-1-yl)methyl)cyclopropyl)methoxy)-7,9-dihydrofuro[3,4-f]quinazolin-6-yl)thieno[3,2-c]pyridine-3-carbonitrile